C12CN(CC(N1)C2)C2=C1CN(C(C1=CC(=C2F)F)=O)C2C(NC(CC2)=O)=O 3-(4-(3,6-diazabicyclo[3.1.1]heptan-3-yl)-5,6-difluoro-1-oxoisoindolin-2-yl)piperidine-2,6-dione